BrC=1C=NC2=CC=CN=C2C1 3-bromo-1,5-naphthyridine